CS(=O)(=O)CCCN=C=S (methylsulfonyl)propyl isothiocyanate